4-CHLORO-3-METHOXYPHENYLBORONIC ACID ClC1=C(C=C(C=C1)B(O)O)OC